ClC(C=O)Cl 2,2-Dichloroacetaldehyde